rel-(3R,4S)-4-(4-chlorophenyl)pyrrolidine-3-carbonitrile ClC1=CC=C(C=C1)[C@@H]1[C@H](CNC1)C#N |o1:7,8|